5,7-dimethoxy-3-(3-((5-(2-methoxyphenyl)-1,3,4-oxadiazol-2-yl)thio)propoxy)-2-(3,4,5-trimethoxyphenyl)-4H-chromen-4-one COC1=C2C(C(=C(OC2=CC(=C1)OC)C1=CC(=C(C(=C1)OC)OC)OC)OCCCSC=1OC(=NN1)C1=C(C=CC=C1)OC)=O